N-(4-aminophenyl)valeramide NC1=CC=C(C=C1)NC(CCCC)=O